2-(but-3-enoxy)-3-hydroxypropyl acetate C(C)(=O)OCC(CO)OCCC=C